C(C)(=O)N[C@@H](CCCN)C(=O)O N-acetyl-L-ornithine